CC1=CC(=NC=C1)OC[C@@H]1N(CCC1)C(=O)OC(C)(C)C tert-butyl (2R)-2-[[(4-methylpyridin-2-yl)oxy]methyl]pyrrolidine-1-carboxylate